(E)-3-(3-(2-cyclopropyl-6-(trifluoromethyl)pyridin-4-yl)-1H-1,2,4-triazol-1-yl)-1-(3-Hydroxyazetidin-1-yl)-2-(pyrimidin-5-yl)prop-2-en-1-one C1(CC1)C1=NC(=CC(=C1)C1=NN(C=N1)/C=C(/C(=O)N1CC(C1)O)\C=1C=NC=NC1)C(F)(F)F